2-(9-((4-(aminomethyl)phenyl)carbamoyl)-4,5-dihydrobenzo[b]thieno[2,3-d]oxepin-8-yl)-5-(trifluoromethyl)benzoic acid NCC1=CC=C(C=C1)NC(=O)C1=CC2=C(OCCC3=C2SC=C3)C=C1C1=C(C(=O)O)C=C(C=C1)C(F)(F)F